5-(3-(2-fluoroethyl)-2-methyl-3H-imidazo[4,5-b]pyridin-5-yl)-N-(cis-3-methoxycyclobutyl)pyrrolo[2,1-f][1,2,4]triazin-2-amine FCCN1C(=NC=2C1=NC(=CC2)C=2C=CN1N=C(N=CC12)N[C@@H]1C[C@@H](C1)OC)C